C1=NC=CC=2C(=CC=CC12)S(=O)(=O)N1CC2=C(C1)CN(C2)C(=O)NCC2=CC(=CC=C2)OC 5-(Isoquinoline-5-sulfonyl)-N-[(3-methoxyphenyl)methyl]-1H,2H,3H,4H,5H,6H-pyrrolo[3,4-c]pyrrole-2-carboxamide